ClC1=C(C=C2C=C(C(NC2=C1)=O)C1=CC(=CC=C1)CC(=O)OCC)C1=CC=C(C=C1)C1=C(C=CC=C1)OC(C1=CC=CC=C1)=O 4'-(7-chloro-3-(3-(2-ethoxy-2-oxoethyl) phenyl)-2-oxo-1,2-dihydroquinolin-6-yl)-[1,1'-biphenyl]-2-ylbenzoate